C1=CC=CC=2C3=CC=CC=C3C(C12)COC(=O)N[C@@H](C(=O)O)CNC(=O)OC(C)(C)C (R)-2-[(9-fluorenylmethoxycarbonyl)amino]-3-[(tert-butoxycarbonyl)amino]propionic acid